C12(C(=O)CC(CC1)C2(C)C)CS(=O)(=O)[O-].C(CCCCC)[NH3+] normal hexylammonium camphorsulfonate